N-methyl-N-(p-tolyl)-5-(4-(trifluoromethyl)phenyl)nicotinamide CN(C(C1=CN=CC(=C1)C1=CC=C(C=C1)C(F)(F)F)=O)C1=CC=C(C=C1)C